2-(4-(2-acetyl-5-chlorophenyl)-5-methoxy-2-oxopyridin-1(2H)-yl)-3-phenylpropionic acid C(C)(=O)C1=C(C=C(C=C1)Cl)C1=CC(N(C=C1OC)C(C(=O)O)CC1=CC=CC=C1)=O